2-{[2-(4-chlorophenyl)ethyl]({[(9H-fluoren-9-yl)methoxy]carbonyl})amino}acetic acid ClC1=CC=C(C=C1)CCN(CC(=O)O)C(=O)OCC1C2=CC=CC=C2C=2C=CC=CC12